O[C@H]1[C@H](C[C@@H]2C(C[C@H]3[C@@H]4CC[C@H]([C@@H](CC[C@@H](C(C)C)C)C)[C@]4(CC[C@@H]3[C@]2(C1)C)C)=O)O 2α,3α-dihydroxy-5α-ergostan-6-one